COC1=C(CN(S(=O)(=O)C2=C(C=C(C(=C2)F)F)F)C=2SC=CN2)C=CC(=C1)OC N-(2,4-dimethoxybenzyl)-2,4,5-trifluoro-N-(thiazol-2-yl)benzenesulfonamide